2-fluoro-5-(methoxycarbonyl)benzeneboronic acid FC1=C(C=C(C=C1)C(=O)OC)B(O)O